C(C1=CC=CC=C1)NC(C1=CC(=C(C(=O)NC2=CC(=C(C=C2)Cl)C2=NC=CC=C2)C=C1)Cl)=O N4-benzyl-2-chloro-N-(4-chloro-3-(pyridin-2-yl)phenyl)terephthalamide